The molecule is a tirucallane triterpenoid that is (13alpha,14beta,17alpha,20S)-lanosta-7,9(11),24-triene substituted by an oxo group at position 3 and a methoxy group at position 23. It has been isolated from the stem and stem barks of Cornus walteri. It has a role as a plant metabolite. It is a cyclic terpene ketone, an ether and a tirucallane triterpenoid. C[C@@H](C[C@@H](C=C(C)C)OC)[C@@H]1CC[C@]2([C@]1(CC=C3C2=CC[C@@H]4[C@@]3(CCC(=O)C4(C)C)C)C)C